3,6-dimethoxy-2,7-dimethyl-4-octenedial COC(C(C=O)C)C=CC(C(C=O)C)OC